N-[(1s,4s)-4-(6-methyl-2-{[4-(4-methylpiperazin-1-yl)phenyl]amino}-7-oxo-5-[2-(triisopropylsilyl)ethynyl]pyrido[2,3-d]pyrimidin-8-yl)cyclohexyl]acetamide CC1=C(C2=C(N=C(N=C2)NC2=CC=C(C=C2)N2CCN(CC2)C)N(C1=O)C1CCC(CC1)NC(C)=O)C#C[Si](C(C)C)(C(C)C)C(C)C